4-[2-(3-hydroxy-4-methoxyphenyl)ethyl]benzoic acid OC=1C=C(C=CC1OC)CCC1=CC=C(C(=O)O)C=C1